O[C@@H](CC(=O)[O-])C.[Ca+2].O[C@@H](CC(=O)[O-])C calcium (R)-3-hydroxybutyrate